C(#N)C=1C=CC2=CC3=CC=C(C=C3N=C2C1)N(C)C 3-Cyano-6-(dimethylamino)-acridine